ClC=1C=C(C=C(C1OC1=NNC(C(=C1)C(=C)C)=O)Cl)N1N=C(C(NC1=O)=O)C(=O)O 2-(3,5-Dichloro-4-((6-oxo-5-(prop-1-en-2-yl)-1,6-dihydropyridazin-3-yl)oxy)phenyl)-3,5-dioxo-2,3,4,5-tetrahydro-1,2,4-triazine-6-carboxylic acid